O=C1N(CC2=C(C=CC=C12)SCCCCCCCCCN1CCCCC1)C1C(NC(CC1)=O)=O 3-(1-oxo-4-((9-(piperidin-1-yl)nonyl)thio)isoindolin-2-yl)piperidine-2,6-dione